N-lauroyl-sarcosinic acid isopropyl ester diisostearyl-malate C(CCCCCCCCCCCCCCC(C)C)OC(C(O)CC(=O)OCCCCCCCCCCCCCCCC(C)C)=O.C(C)(C)OC(CN(C)C(CCCCCCCCCCC)=O)=O